[Phenyl(dimethylfluorenyl)triazinyl]phenyldibenzoselenophene C1(=CC=CC=C1)C1=C(C(=NN=N1)C1=C(C2=C([Se]C3=C2C=CC=C3)C=C1)C1=CC=CC=C1)C1=C(C(=CC=3C2=CC=CC=C2CC13)C)C